diethyl (3-((7-methoxy-2-ethyl-5H-pyrimido[5,4-b]indol-4-yl)amino)propyl)phosphonate COC=1C=CC=2C3=C(NC2C1)C(=NC(=N3)CC)NCCCP(OCC)(OCC)=O